bis(4-((9-benzyl-9H-carbazole-3-yl)ethynyl)phenyl)methanone C(C1=CC=CC=C1)N1C2=CC=CC=C2C=2C=C(C=CC12)C#CC1=CC=C(C=C1)C(=O)C1=CC=C(C=C1)C#CC=1C=CC=2N(C3=CC=CC=C3C2C1)CC1=CC=CC=C1